C(C)(C)(C)OC(=O)O[C@@H]1[C@H]([C@H](N(C1)C(=O)OC(C)(C)C)CC1=CC=C(C=C1)OC)OC(COC1CC(C1)(F)F)=O tert-butyl (2R,3S,4S)-4-[(tert-butoxycarbonyl)oxy]-3-{[2-(3,3-difluorocyclobutoxy)acetyl]oxy}-2-[(4-methoxyphenyl)methyl]pyrrolidine-1-carboxylate